methylenevanillin C=COC=1C=C(C=O)C=CC1O